CC1(C(C(C2=CC(=C(C=C12)C)C(C)=O)C(C)C)C)C 1-[2,3-dihydro-1,1,2,6-tetramethyl-3-(1-methylethyl)-1h-5-indenyl]ethanone